N-(3-[4-(5-fluoropyrazin-2-yl)phenyl]propyl)-2-methyl-5-(1,2-oxazol-3-yl)-[1,3]thiazolo[5,4-d]pyrimidin-7-amine FC=1N=CC(=NC1)C1=CC=C(C=C1)CCCNC=1C2=C(N=C(N1)C1=NOC=C1)SC(=N2)C